3-({[(1R)-6-(4-fluoro-2-methylphenoxy)-1,2,3,4-tetrahydronaphthalen-1-yl]methyl}amino)pyridine-4-carboxylic acid FC1=CC(=C(OC=2C=C3CCC[C@H](C3=CC2)CNC=2C=NC=CC2C(=O)O)C=C1)C